C(C)S(=O)(=O)N1CCC(CC1)C1=CB(OC=2C1=C1C(=NC2)NC=C1)O 9-(1-(ethylsulfonyl)piperidin-4-yl)-[1,2]oxaborinino[5,6-d]pyrrolo[2,3-b]pyridin-7(3H)-ol